NC=1C=2N(C=CN1)C(=NC2C)[C@@H](C)C=2C(=C(C(=C(C2)Cl)F)C(=O)N2[C@@H](CCC2)COC)OC(C)C (3-((S)-1-(8-amino-1-methylimidazo[1,5-a]pyrazin-3-yl)ethyl)-5-chloro-6-fluoro-2-isopropoxyphenyl)((S)-2-(methoxymethyl)pyrrolidin-1-yl)methanone